N-((2R,3S)-1-(5-(hydroxymethyl)pyridin-3-yl)-2-((((CIS)-4-phenylcyclohexyl)oxy)methyl)pyrrolidin-3-yl)methanesulfonamide OCC=1C=C(C=NC1)N1[C@H]([C@H](CC1)NS(=O)(=O)C)CO[C@@H]1CC[C@@H](CC1)C1=CC=CC=C1